N-(7-chloro-6-(cis-4-(3-fluoroazetidin-1-yl)cyclohexyl)isoquinolin-3-yl)-2-(1-methyl-1H-pyrazol-4-yl)cyclopropane-1-carboxamide ClC1=C(C=C2C=C(N=CC2=C1)NC(=O)C1C(C1)C=1C=NN(C1)C)[C@@H]1CC[C@@H](CC1)N1CC(C1)F